(4-(4-chlorophenyl)-2,3-dihydro-1H-pyrrolo[2,3-c]pyridin-1-yl)(2-fluorophenyl)methanone ClC1=CC=C(C=C1)C1=C2C(=CN=C1)N(CC2)C(=O)C2=C(C=CC=C2)F